C(C(C)C)C=1N=CC2=C(N1)NC=C2C=2C=CC=1N(N2)C=C(N1)C 2-isobutyl-5-(2-methylimidazo[1,2-b]pyridazin-6-yl)-7H-pyrrolo[2,3-d]pyrimidine